FC1=CC=C(C=C1)N1N=C(C=C1S(=O)C)C(=O)NC1=CC(=C(C=C1)C)NC=1C=C2C(N(C=NC2=CC1)C)=O (4-fluorophenyl)-N-(4-methyl-3-((3-methyl-4-oxo-3,4-dihydroquinazolin-6-yl)amino)phenyl)-5-(methylsulfinyl)-1H-pyrazole-3-carboxamide